(3S)-3-{[3-cyclopropyl-N-(5,7-difluoro-1H-indole-2-carbonyl)-L-alanyl]amino}-2-oxo-4-[(3S)-2-oxopyrrolidin-3-yl]butyl glycinate NCC(=O)OCC([C@H](C[C@H]1C(NCC1)=O)NC([C@@H](NC(=O)C=1NC2=C(C=C(C=C2C1)F)F)CC1CC1)=O)=O